2-(4-((6-cyanopyridin-2-yl)oxy)phenyl)propane C(#N)C1=CC=CC(=N1)OC1=CC=C(C=C1)C(C)C